FC(C=1C=C(CN2N=CC(=C2)NC(=O)C2=NOC(=C2)C=2OC=CC2)C=C(C1)C(F)(F)F)(F)F N-(1-(3,5-bis(trifluoromethyl)benzyl)-1H-pyrazole-4-yl)-5-(furan-2-yl)isoxazole-3-carboxamide